N-((1r,4r)-4-((4-(methylamino)-5-(1,5-naphthyridin-2-yl)-7H-pyrrolo[2,3-d]pyrimidin-2-yl)amino)cyclohexyl)acetamide CNC=1C2=C(N=C(N1)NC1CCC(CC1)NC(C)=O)NC=C2C2=NC1=CC=CN=C1C=C2